3-((4-amino-2,2-dioxo-1H-benzo[c][1,2,6]thiadiazin-5-yl)oxy)-2,2-dimethyl-N-propyl-propanamide NC=1C2=C(NS(N1)(=O)=O)C=CC=C2OCC(C(=O)NCCC)(C)C